FC1=CC=C(C=C1)C1(CCC1)C#N 1-(4-fluorophenyl)cyclobutanecarbonitrile